(1-(tert-butyl)-5-(3-(hydroxymethyl)cyclobutyl)-1H-pyrazol-3-yl)-2-(3-methylisoxazol-5-yl)acetamide C(C)(C)(C)N1N=C(C=C1C1CC(C1)CO)C(C(=O)N)C1=CC(=NO1)C